Cl.NC[C@]1([C@H](CN(C1)S(=O)(=O)C1=NC=C(C=C1)Cl)OC1=CC(=C(C#N)C=C1)F)O 4-(((3S,4S)-4-(aminomethyl)-1-((5-chloropyridin-2-yl)sulfonyl)-4-hydroxypyrrolidin-3-yl)oxy)-2-fluorobenzonitrile, Hydrochloride